CO[Si]1(N(CCC1)CCCCCCCCCCCCCCCCCC)OC 2,2-dimethoxy-1-n-octadecyl-1-aza-2-silacyclopentane